FC1=CC=C(C(=O)NCC=2N=NN(C2)[C@H](CC2=CC=C(C=C2)C2=CC=CC=C2)CC(NO)=O)C=C1 (R)-4'-(2-{4-[(4-Fluoro-benzoylamino)-methyl]-[1,2,3]triazol-1-yl}-3-hydroxycarbamoyl-propyl)-biphenyl